3-trimethylbutyl-N-(3-trimethoxysilylpropyl)amine CC(CCCC(CCN)[Si](OC)(OC)OC)(C)C